N1[C@@H](CC1)COC=1C=CC(=C(C(=O)NC2(CC2)C2=C3C=CC=NC3=CC(=C2)C=2C=NOC2)C1)C (S)-5-(Azetidin-2-ylmethoxy)-N-(1-(7-(isoxazol-4-yl)quinolin-5-yl)cyclopropyl)-2-methylbenzamide